C([C@H](O)CC(=O)[O-])(=O)[O-] (R)-L-malate